6-(4-[6-oxa-3-azabicyclo[3.1.1]hept-3-ylmethyl]phenyl)-4-[(3S)-piperidin-3-ylamino]pyrido[3,2-d]pyrimidine-8-carboxamide C12CN(CC(O1)C2)CC2=CC=C(C=C2)C=2C=C(C=1N=CN=C(C1N2)N[C@@H]2CNCCC2)C(=O)N